ClC1=C(C=CC(=C1)C(F)(F)F)NC(=O)C1(CC1)N1N=CC(=C1)C#CC1CN(C1)C=1C=C2C(N(C(C2=CC1)=O)C1C(NC(CC1)=O)=O)=O N-(2-chloro-4-(trifluoromethyl)phenyl)-1-(4-((1-(2-(2,6-dioxopiperidin-3-yl)-1,3-dioxoisoindol-5-yl)azetidin-3-yl)ethynyl)-1H-pyrazol-1-yl)cyclopropane-1-carboxamide